3-[2-(2-Methoxy-ethoxy)-ethoxy]-propionic acid 6-(2-methylcarbamoyl-phenylsulfanyl)-3-((E)-2-pyridin-2-yl-vinyl)-indazol-1-ylmethyl ester CNC(=O)C1=C(C=CC=C1)SC1=CC=C2C(=NN(C2=C1)COC(CCOCCOCCOC)=O)\C=C\C1=NC=CC=C1